COC1=CC=CC2=C1NC(OC2=O)=O 8-methoxy-2H-benzo[d][1,3]oxazine-2,4(1H)-dione